C(C)(C)NC(O[C@H]1C[C@H](CC1)C1=CC(=NN1)NC(C1=CC(=C(C(=C1)C)O)C=O)=O)=O (1R,3S)-3-(3-(3-formyl-4-hydroxy-5-methylbenzamido)-1H-pyrazol-5-yl)cyclopentyl isopropylcarbamate